(1S,5S)-6-(3-ethoxyphenyl)-N-(2-hydroxyethyl)-9,9-dimethyl-3,6-diazabicyclo[3.2.2]nonane-3-carboxamide C(C)OC=1C=C(C=CC1)N1[C@@H]2CN(C[C@H](C1)CC2(C)C)C(=O)NCCO